N-carbobenzoxy-O-tertiary butyl-L-serine methyl ester COC([C@@H](NC(=O)OCC1=CC=CC=C1)COC(C)(C)C)=O